8-(5-(4-methylpiperazin-1-yl)-1H-pyrrolo[2,3-b]pyridin-3-yl)-3,4-dihydrobenzo[f][1,4]oxazepin-5(2H)-one CN1CCN(CC1)C=1C=C2C(=NC1)NC=C2C2=CC1=C(C(NCCO1)=O)C=C2